FC1=C2C(=CNC2=CC=C1)\C=C(\C)/[N+](=O)[O-] (Z)-4-fluoro-3-(2-nitroprop-1-en-1-yl)-1H-indole